C(CC)N1CCN(CC1)C(=O)C1=C(C=C(C=C1)NC(=O)C1CC1)N1N=C(C=C1)C(F)(F)F N-[4-(4-propylpiperazine-1-carbonyl)-3-[3-(trifluoromethyl)pyrazol-1-yl]phenyl]cyclopropanecarboxamide